NC1=C(OC2=NC=C(C=N2)F)C=C(C=C1F)F 2-(2-amino-3,5-difluorophenoxy)-5-fluoropyrimidine